3-(5-((1-(3-(5-((1r,3r)-3-((5-(5-methyl-5H-pyrido[4,3-b]indol-7-yl)pyridin-2-yl)oxy)cyclobutoxy)pyridin-2-yl)prop-2-yn-1-yl)azetidin-3-yl)oxy)-1-oxoisoindolin-2-yl)piperidine-2,6-dione CN1C2=C(C=3C=CC(=CC13)C=1C=CC(=NC1)OC1CC(C1)OC=1C=CC(=NC1)C#CCN1CC(C1)OC=1C=C3CN(C(C3=CC1)=O)C1C(NC(CC1)=O)=O)C=NC=C2